BrC1=CC=2CCC(C2C2=C1OCC2)=O 4-bromo-1,2,6,7-tetrahydro-8H-indeno[5,4-b]furan-8-one